NC1=C2N=C(N(C2=NC(=N1)OCCCC)CC1=CC=C(C=C1)C(NCCCOCCOCCOCCCNC(OC(C)(C)C)=O)=O)O tert-Butyl (1-(4-((6-amino-2-butoxy-8-hydroxy-9H-purin-9-yl)methyl)phenyl)-1-oxo-6,9,12-trioxa-2-azapentadecan-15-yl)carbamate